C(C1=CC=CC=C1)N(CCCCCC(=O)O)CCCCCC(=O)O 6-[benzyl(5-carboxypentyl)amino]hexanoic acid